cholestan CC(C)CCC[C@@H](C)[C@H]1CC[C@H]2[C@@H]3CCC4CCCC[C@]4(C)[C@H]3CC[C@]12C